methyl 5-(4-(4-((4-chloropyridin-2-yl)methyl)-5-oxo-4,5-dihydro-1H-1,2,4-triazol-1-yl)-2-fluorophenoxy)-4-methylthiazole-2-carboxylate ClC1=CC(=NC=C1)CN1C=NN(C1=O)C1=CC(=C(OC2=C(N=C(S2)C(=O)OC)C)C=C1)F